1-ethylpentylimidazole C(C)C(CCCC)C=1NC=CN1